Cl.N[C@@H](COC1=C(C2=C(CCO2)C=C1)C(=O)OCC1=CC=CC=C1)CC1=CC=CC=C1 Benzyl (R)-6-(2-amino-3-phenylpropoxy)-2,3-dihydrobenzofuran-7-carboxylate hydrochloride